methyl (S)-2-(((2,3-dihydrobenzo[b][1,4]dioxin-6-yl)methyl)amino)-9-(5,6,7,8-tetrahydro-1,8-naphthyridin-2-yl)nonanoate O1C2=C(OCC1)C=C(C=C2)CN[C@H](C(=O)OC)CCCCCCCC2=NC=1NCCCC1C=C2